5-[2',3'-difluoro-2-(trifluoromethyl)biphenyl-4-yl]-3,6-dihydro-2H-1,3,4-oxadiazin-2-one FC1=C(C=CC=C1F)C1=C(C=C(C=C1)C1=NNC(OC1)=O)C(F)(F)F